5-(2-chloro-5-fluoropyrimidin-4-yl)benzo[d]thiazole ClC1=NC=C(C(=N1)C=1C=CC2=C(N=CS2)C1)F